NC1=CC=2C[C@@H]3[C@@H]4CCCC[C@@]4(C2C=C1C(C(=O)N)Cl)CCN3C (2-amino-17-methylmorphinan-3-yl)-2-chloroacetamide